4-[2-(2-methylphenyl)ethyl]resorcinol CC1=C(C=CC=C1)CCC1=C(C=C(O)C=C1)O